BrC1=C2C(C=C(C(C2=CC=C1)=O)O)=O 5-bromo-2-hydroxynaphthalene-1,4-dione